4-(2-fluoro-6-methoxyphenyl)-N-(5-(4-methoxy-3-methylphenyl)-1,3,4-thiadiazol-2-yl)-6-methylnicotinamide FC1=C(C(=CC=C1)OC)C1=CC(=NC=C1C(=O)NC=1SC(=NN1)C1=CC(=C(C=C1)OC)C)C